C(C(C)=C)C1(C(C=CC=C1)O)O (2-methallyl)-1,2-benzenediol